3-((S)-3-((R)-8-(4-ethyl-3,4-dihydro-2H-benzo[b][1,4]oxazin-6-ylsulfonyl)-1-oxa-8-azaspiro[4.5]decan-3-ylamino)-2-hydroxypropoxy)-N-methylbenzenesulfonamide C(C)N1C2=C(OCC1)C=CC(=C2)S(=O)(=O)N2CCC1(C[C@H](CO1)NC[C@@H](COC=1C=C(C=CC1)S(=O)(=O)NC)O)CC2